C(C)(C)(C)OC(=O)N([C@H](C(=O)N(C)C(C(=O)O)CN1CCCC1)CC(C)C)C 2-((S)-2-((tert-Butoxycarbonyl)(methyl)amino)-N,4-dimethylvaleramido)-3-(pyrrolidin-1-yl)propionic acid